[3-[4-phenyl-1-(2-trimethylsilylethoxymethyl)imidazol-2-yl]chroman-6-yl]oxypyrimidin-2-amine C1(=CC=CC=C1)C=1N=C(N(C1)COCC[Si](C)(C)C)C1COC2=CC=C(C=C2C1)OC1=NC(=NC=C1)N